3-(5-((4-((5-(furan-2-yl)thiophen-2-yl)methyl)piperazin-1-yl)methyl)-1-oxoisoindolin-2-yl)piperidine-2,6-dione O1C(=CC=C1)C1=CC=C(S1)CN1CCN(CC1)CC=1C=C2CN(C(C2=CC1)=O)C1C(NC(CC1)=O)=O